tert-butyl 6-(2-((6-bromoimidazo[1,2-a]pyridin-2-yl)amino)-2-oxoethyl)-2,6-diazaspiro[3.3]heptane-2-carboxylate BrC=1C=CC=2N(C1)C=C(N2)NC(CN2CC1(CN(C1)C(=O)OC(C)(C)C)C2)=O